OC(C(CO)(O)O)O 1,2,3-trihydroxypropylene glycol